COC=1C=CC2=C(N=C(O2)C2CCN(CC2)C2=C(C(N(C3=CC=CC=C23)C)=O)C(=O)N)C1 4-[4-(5-methoxy-1,3-benzoxazol-2-yl)piperidin-1-yl]-1-methyl-2-oxo-1,2-dihydroquinoline-3-carboxamide